NC1=C(C=2C(=NC=C(C2S1)F)C=1C2=C(C=3C=NC(=NC3C1F)N1C[C@H](CC1)N(C)CCOC)COC2)C#N 2-Amino-7-fluoro-4-(5-fluoro-3-((S)-3-((2-methoxyethyl)(methyl)amino)pyrrolidin-1-yl)-7,9-dihydrofuro[3,4-f]quinazolin-6-yl)thieno[3,2-c]pyridine-3-carbonitrile